FC1=C(C=CC(=N1)C(=O)NC)N1CCN(CC1)CC=1C=C2NC(C(=NC2=C(C1)OC(C)C)C)=O 6-fluoro-5-(4-((8-isopropoxy-2-methyl-3-oxo-3,4-dihydroquinoxalin-6-yl)methyl)piperazin-1-yl)-N-methylpyridinecarboxamide